BrC1=C(CC(CC1)(C)C)C=O 2-bromo-5,5-dimethylcyclohex-1-ene-1-carbaldehyde